citral nitrogen [N].CC(C)=CCCC(C)=CC=O